C1(CC1)NC(C1=CC(=C(C=C1)C)C=1C=NN(C1)C=1N=C2N(C=C(C(=C2)OC)S(=O)(=O)C(C)(C)C)C1)=O N-cyclopropyl-3-{1-[7-methoxy-6-(2-methyl-propane-2-sulfonyl)-imidazo[1,2-a]pyridin-2-yl]-1H-pyrazol-4-yl}-4-methyl-benzamide